9-(4-(morpholin-4-ylcarbonyl)phenyl)-2-(trifluoromethyl)-4H-pyrazino[1,2-a]pyrimidin-4-one N1(CCOCC1)C(=O)C1=CC=C(C=C1)C1=NC=CN2C1=NC(=CC2=O)C(F)(F)F